C(C)C(COC1=CC=C(C=C1)C1=C(C=2CC3=CC=CC=C3C2C=C1)C1=CC=C(C=C1)OCC(CCCC)CC)CCCC bis((4-((2-ethylhexyl)oxy)phenyl))fluorene